C(C)(=O)OCCCCCCCCCCCCCC\C=C/CCI (15Z)-18-iodo-15-octadecenyl acetate